1-(1-methyl-1H-pyrazol-3-yl)-1,2,3,6-tetrahydropyridin-4-yl trifluoromethanesulfonate FC(S(=O)(=O)OC=1CCN(CC1)C1=NN(C=C1)C)(F)F